(6R,12R)-6-hydroxy-12-methyl-6,15-bis(trifluoromethyl)-13,19-dioxa-3,4,18-triazatricyclo[12.3.1.12,5]nonadeca-1(18),2,4,14,16-penta-ene-17-carboxylic acid methyl ester COC(=O)C1=CC(=C2O[C@@H](CCCCC[C@@](C3=NN=C(C1=N2)O3)(C(F)(F)F)O)C)C(F)(F)F